C(C=C)(=O)OC1=CC=C(C=O)C=C1 p-acryloxyBenzaldehyde